1-Bromo-4-(cyclopropylethynyl)-2-(ethoxymethoxy)benzene BrC1=C(C=C(C=C1)C#CC1CC1)OCOCC